COC1=C(C=CC=C1C1=NN(N=C1)C)NC1=C(N=NC(=C1)NC(=O)[C@H]1[C@H](C1)C)C(=O)NC([2H])([2H])[2H] 4-((2-methoxy-3-(2-methyl-2H-1,2,3-triazol-4-yl)phenyl)amino)-N-(methyl-d3)-6-((1R,2S)-2-methylcyclopropane-1-carboxamido)pyridazine-3-carboxamide